C(C1=CC=CC=C1)(=O)OCCC(C(CC)CC)OC(C1=CC=CC=C1)=O 4-ethyl-1,3-hexanediol dibenzoate